ClC=1C(=C(C#N)C=C(C1)C(C)(C)C1=CC=C(C=C1)OCC=1C=NC(=NC1)SC)OCCCCCOCC(OC)OC 3-chloro-2-((5-(2,2-dimethoxyethoxy)pentyl)oxy)-5-(2-(4-((2-(methylthio)pyrimidin-5-yl)methoxy)phenyl)propan-2-yl)benzonitrile